disuccinate potassium sodium salt [Na+].[K+].C(CCC(=O)[O-])(=O)[O-].C(CCC(=O)O)(=O)O